C(CCC)NC=1N=CC2=C(N(C(C=3C=C(C=CC23)CN2CCN(CC2)C)=O)[C@@H]2C[C@H](CC2)NC(OC(C)(C)C)=O)N1 tert-butyl ((1S,3S)-3-(3-(butylamino)-8-((4-methylpiperazin-1-yl)methyl)-6-oxopyrimido[4,5-c]isoquinolin-5(6H)-yl)cyclopentyl)carbamate